CN1CC[C@H]2[C@@H]1CN(CC2)C=O ((3aR,7aR)-1-methyloctahydro-6H-pyrrolo[2,3-c]pyridin-6-yl)methanone